N-((2S,3R,4R,5R,6R)-2-(3-((2-(2-aminoethoxy)ethoxy)methyl)isoxazol-5-yl)-4,5-dihydroxy-6-(hydroxymethyl)tetrahydro-2H-pyran-3-yl)acetamide NCCOCCOCC1=NOC(=C1)[C@H]1O[C@@H]([C@@H]([C@@H]([C@H]1NC(C)=O)O)O)CO